FC1(CCC(CC1)C1=NC=CC(=C1N)C1=NC=C(C=C1F)F)F 2'-(4,4-difluorocyclohexyl)-3,5-difluoro-[2,4'-bipyridin]-3'-amine